3-bromo-6-(4-cyclopropyl-1H-imidazol-1-yl)-1,7-dimethylquinolin-4(1H)-one BrC1=CN(C2=CC(=C(C=C2C1=O)N1C=NC(=C1)C1CC1)C)C